O.[Mn] manganese water